Dimethyl-5-sodiosulphoisophthalic acid CC1=C(C(=C(C(=C1C(=O)O)S(=O)(=O)O)C(=O)O)C)[Na]